1-[4-[2-[4-[8-chloro-7-[(2-methyl-3H-benzimidazol-5-yl)oxy]-quinoxalin-2-yl]pyrazol-1-yl]ethyl]-1-piperidinyl]prop-2-en-1-one ClC=1C(=CC=C2N=CC(=NC12)C=1C=NN(C1)CCC1CCN(CC1)C(C=C)=O)OC1=CC2=C(N=C(N2)C)C=C1